CN(C)CCCC N,N-dimethyl-butylamine